ClC1=NC=C(C=C1)C1(CC1)CC 2-chloro-5-(1-ethylcyclopropyl)pyridine